Methyl (R,E)-2-((4-fluoro-3,5-dimethylphenyl)amino)dodec-6-enoate FC1=C(C=C(C=C1C)N[C@@H](C(=O)OC)CCC\C=C\CCCCC)C